Indium gallium aluminum zinc oxide [O-2].[Zn+2].[Al+3].[Ga+3].[In+3]